4-(dispiro[adamantane-2,3'-[1,2,4]trioxolane-5',1''-cyclohexan]-3''-yl)phenyl acetate C(C)(=O)OC1=CC=C(C=C1)C1CC2(CCC1)OC1(OO2)C2CC3CC(CC1C3)C2